(S)-1-(4-(methylsulfonyl)phenyl)pyrrolidin-3-ol CS(=O)(=O)C1=CC=C(C=C1)N1C[C@H](CC1)O